4-(4-(1H-imidazol-1-yl)benzyl)-N-hydroxy-3-oxo-3,4-dihydro-2H-benzo[b][1,4]oxazine-6-carboxamide N1(C=NC=C1)C1=CC=C(CN2C3=C(OCC2=O)C=CC(=C3)C(=O)NO)C=C1